1,4-dimethoxy-2,3-anthracenedinitrile COC1=C(C(=C(C2=CC3=CC=CC=C3C=C12)OC)C#N)C#N